(-)-7-Phenyl-4,5,6,7-tetrahydropyrazolo[1,5-a]pyrimidine C1(=CC=CC=C1)C1CCNC=2N1N=CC2